CC[C@H](CC[C@@H](C)[C@H]1CC[C@H]2[C@@H]3CCC4CCCC[C@]4(C)[C@H]3CC[C@]12C)C(C)C stigmastane